methylaluminum silicate [Si]([O-])([O-])([O-])[O-].C[Al+2].C[Al+2]